C(C)NC(=O)NC=1SC2=C(C1C(=O)N1CCC(CC1)N1CC3(CC(OC3=O)(C)C)CCC1)C=CC=C2 N-ethyl-N'-(3-{[4-(3,3-dimethyl-1-oxo-2-oxa-7-azaspiro[4.5]dec-7-yl)piperidin-1-yl]-carbonyl}-1-benzothien-2-yl)urea